5'-methyl-4-pentyl-2'-(prop-1-en-2-yl)-3-(9H-purin-8-yl)-1',2',3',4'-tetrahydro-[1,1'-biphenyl]-2,6-diol CC=1CCC(C(C1)C=1C(=C(C(=CC1O)CCCCC)C=1NC2=NC=NC=C2N1)O)C(=C)C